O1CCC(CC1)NC1=NC=C(C(=N1)C1=CC=C2CN(C(C2=C1)=O)CC(=O)OC(C)(C)C)C(F)(F)F tert-butyl 2-(6-{2-[(oxan-4-yl)amino]-5-(trifluoromethyl)pyrimidin-4-yl}-1-oxo-2,3-dihydro-1H-isoindol-2-yl)acetate